3-[(3,3-difluorocyclobutyl)methoxy]-1,4'-bipiperidine dihydrochloride Cl.Cl.FC1(CC(C1)COC1CN(CCC1)C1CCNCC1)F